sodium ferric pyrophosphate fluoride phosphate P(=O)([O-])([O-])[O-].[F-].OP(O)(=O)OP(=O)(O)O.[Fe+3].[Na+]